C1(C(C=CC2=CC=CC=C12)=O)=O naphthalene-1,2-dione